OC(CNC(=O)[C@@H]1C(CCC[C@H]1C)(C)C)C1=CC=CC=C1 (1S,6R)-N-(2-hydroxy-2-phenylethyl)-2,2,6-trimethylcyclohexane-1-carboxamide